O[C@@H](CCC)C1=CC(=C(C=N1)C1=NC=C2C=C(N=CC2=C1)NC(C)=O)C (S)-N-(7-(6-(1-hydroxybutyl)-4-methylpyridin-3-yl)-2,6-naphthyridin-3-yl)acetamide